4-hydroxybenzoic acid (p-hydroxybenzoate) OC1=CC=C(C(=O)O)C=C1.OC1=CC=C(C(=O)O)C=C1